DL-glycine NCC(=O)O